C1=C(C=CC2=CC=CC=C12)S(=O)(=O)Cl 2-Naphthalenesulfonyl chloride